N-(5-bromo-2-(2-oxo-2-((1-propionylazetidin-3-yl)amino)ethoxy)phenyl)-3-methylisoxazole-5-carboxamide BrC=1C=CC(=C(C1)NC(=O)C1=CC(=NO1)C)OCC(NC1CN(C1)C(CC)=O)=O